4-(tert-butyl)-N-((2-bromo-4-methylphenyl)thiocarbamoyl)benzamide tert-butyl-(E)-4-((5-bromo-1-oxo-1,3-dihydro-2H-inden-2-ylidene)methyl)-4-fluoropiperidine-1-carboxylate C(C)(C)(C)OC(=O)N1CCC(CC1)(F)/C=C\1/C(C2=CC=C(C=C2C1)Br)=O.C(C)(C)(C)C1=CC=C(C(=O)NC(NC2=C(C=C(C=C2)C)Br)=S)C=C1